BrC1=C(C=C(C(=O)N2CC=3N=C(N(C(C3C[C@H]2C)=O)C2=CC=C(C=C2)O)N2N=C(C=C2C)C)C=C1)C(F)(F)F (R)-7-(4-bromo-3-(trifluoromethyl)benzoyl)-2-(3,5-dimethyl-1H-pyrazol-1-yl)-3-(4-hydroxyphenyl)-6-methyl-5,6,7,8-tetrahydropyrido[3,4-d]pyrimidin-4(3H)-one